N-(2-ethylhexyl)-2-(3,4,5-tris-(2-propen-1-yloxy)-phenyl)-3,5,7-tris-(2-propen-1-yloxy)-quinolin-4-one C(C)C(CN1C(=C(C(C2=C(C=C(C=C12)OCC=C)OCC=C)=O)OCC=C)C1=CC(=C(C(=C1)OCC=C)OCC=C)OCC=C)CCCC